tris(isocyanato)propyltrimethoxysilane Tert-butyl-3-(1-(cyclopentylmethyl)-5-methyl-1H-pyrazol-4-yl)-6-(methylamino)picolinate C(C)(C)(C)OC(C1=NC(=CC=C1C=1C=NN(C1C)CC1CCCC1)NC)=O.N(=C=O)C(CC[Si](OC)(OC)OC)(N=C=O)N=C=O